O[C@H]1CCC(=CC1)C1=CC=C(C=C1)C(C)(C)C1=CC=C(C=C1)N1N=C(C=C1C)C(=O)N (S)-1-(4-(2-(4'-hydroxy-2',3',4',5'-tetrahydro-[1,1'-biphenyl]-4-yl)propan-2-yl)phenyl)-5-methyl-1H-pyrazole-3-carboxamide